(difluoro(2-(((S)-1-((S)-2-((5-(hydroxymethyl)thiazol-2-yl)carbamoyl)pyrrolidin-1-yl)-3,3-dimethyl-1-oxobutan-2-yl)carbamoyl)benzo[b]thiophen-5-yl)methyl)phosphonic acid FC(C1=CC2=C(SC(=C2)C(N[C@H](C(=O)N2[C@@H](CCC2)C(NC=2SC(=CN2)CO)=O)C(C)(C)C)=O)C=C1)(F)P(O)(O)=O